2-[methyl(2-tetrahydropyran-4-ylethyl)amino]-5-oxido-6,7-dihydro-thieno[3,2-d]pyrimidin-5-ium CN(C=1N=CC2=C(N1)CC[S+]2[O-])CCC2CCOCC2